3,5-di-t-butyl-4-hydroxy-benzoic acid C(C)(C)(C)C=1C=C(C(=O)O)C=C(C1O)C(C)(C)C